N'-(2-(4-isobutylphenyl)propanoyl)naphthalene-2-sulfonohydrazide C(C(C)C)C1=CC=C(C=C1)C(C(=O)NNS(=O)(=O)C1=CC2=CC=CC=C2C=C1)C